CC1=C(SC=2C1=NSC2N(C(OC(C)(C)C)=O)CC=2SC=CC2)C[C@H](C#C)N(COCC[Si](C)(C)C)C(OC(C)(C)C)=O tert-butyl N-{6-methyl-5-[(2R)-2-(2,2,10,10-tetramethyl-8-oxo-5,9-dioxa-7-aza-2-silaundecan-7-yl)but-3-yn-1-yl]thieno[3,2-c][1,2]thiazol-3-yl}-N-(thiophen-2-ylmethyl)carbamate